4-[[(2R,3S,4R,5R)-3-[2-[(3,3-difluorocyclobutyl)methoxy]-3,4-difluoro-phenyl]-4,5-dimethyl-5-(trifluoromethyl)tetrahydrofuran-2-carbonyl]amino]pyridine-2-carboxamide FC1(CC(C1)COC1=C(C=CC(=C1F)F)[C@H]1[C@@H](O[C@]([C@@H]1C)(C(F)(F)F)C)C(=O)NC1=CC(=NC=C1)C(=O)N)F